C(C)SCCNC(=O)C1=CC2=C(N=CN2)C=C1 benzoimidazole-5-carboxylic acid (2-ethylsulfanyl-ethyl)-amide